3-(4-fluorophenyl)-1-(oxan-2-yl)-4-(4,4,5,5-tetramethyl-1,3,2-dioxaborolan-2-yl)-1H-pyrazole FC1=CC=C(C=C1)C1=NN(C=C1B1OC(C(O1)(C)C)(C)C)C1OCCCC1